(2-cyclopentyl)methylamine C1C(CCC1)CN